4-((2-cyano-4-fluorophenyl)thio)-6-(5-methyl-1-(tetrahydro-2H-pyran-4-yl)-1H-pyrazol-4-yl)pyrazolo[1,5-a]pyridine-3-carbonitrile C(#N)C1=C(C=CC(=C1)F)SC=1C=2N(C=C(C1)C=1C=NN(C1C)C1CCOCC1)N=CC2C#N